FC1=CC(=C(C(=O)OC(CC(=O)O)(C)C)C=C1N1C(N(C(=CC1=O)C(F)(F)F)C)=O)I 2-((4-Fluoro-2-iodo-5-(3-methyl-2,6-dioxo-4-(trifluoromethyl)-3,6-dihydropyrimidine-1(2H)-yl)benzoyl)oxy)-2-methylpropanecarboxylic acid